ClC1=C(C=C(C=C1)C1=C(C2=C(CCC1)C=C(C=C2)O)C2=NC=C(C=N2)O[C@@H]2CN(CC2)CCCF)F 6-(4-chloro-3-fluoro-phenyl)-5-[5-[(3S)-1-(3-fluoropropyl)pyrrolidin-3-yl]oxypyrimidin-2-yl]-8,9-dihydro-7H-benzo[7]annulen-2-ol